ClC1=CC(=C(C=C1)C1=C2C=CC(=NC2=CC(=N1)N1C[C@@H](OCC1)C1=CC(=NC=C1)C)C)F 5-(4-chloro-2-fluorophenyl)-2-methyl-7-((2S)-2-(2-methyl-4-pyridyl)-4-morpholinyl)-1,6-naphthyridine